methyl (S)-9-(4-(pyrrolidin-3-ylamino)phenyl)-6,7-dihydro-5H-benzo[7]annulene-3-carboxylate N1C[C@H](CC1)NC1=CC=C(C=C1)C1=CCCCC2=C1C=CC(=C2)C(=O)OC